C1(=CC=CC=C1)C1=NC(=NC(=N1)C1=CC=CC=C1)C=1C=C(C=CC1)C=1C=C(C=CC1)N1C2=CC=CC=C2C=2C=CC=CC12 9-{3-[3-(4,6-diphenyl-1,3,5-triazin-2-yl)phenyl]phenyl}-9H-carbazole